1,3-OXAZOLINE-5-ONE O1C=NCC1=O